6-bromo-3-{2-[(tert-butyldimethylsilyl)oxy]ethyl}-8-fluoroquinazolin-4-one BrC=1C=C2C(N(C=NC2=C(C1)F)CCO[Si](C)(C)C(C)(C)C)=O